alpha-chloro-2,3-difluoro-5-trifluoromethyl-benzaldehyde oxime ClC(C1=C(C(=CC(=C1)C(F)(F)F)F)F)=NO